2-Bromostyren BrC1=C(C=C)C=CC=C1